CN([C@H](CCNC(=O)N1C[C@H](CC1)C1=CC=CC=C1)C1=CSC=C1)C (R)-N-((R)-3-(dimethylamino)-3-(thiophen-3-yl)propyl)-3-phenylpyrrolidine-1-carboxamide